4-((2R,3S,5R)-3-(3,4-difluoro-2-methoxyphenyl)-5-methyl-5-(trifluoromethyl)tetrahydrothiophene-2-carboxamido)-3-methylpyridinecarboxamide FC=1C(=C(C=CC1F)[C@H]1[C@@H](S[C@](C1)(C(F)(F)F)C)C(=O)NC1=C(C(=NC=C1)C(=O)N)C)OC